NC1=NC=NN2C1=C(C=C2C2=CC=C(C=C2)S(=O)(=O)C)N2CC(CCC2)NC(OCCCC)=O Butyl (1-(4-amino-7-(4-(methylsulfonyl)phenyl)pyrrolo[2,1-f][1,2,4]triazin-5-yl)piperidin-3-yl)carbamate